(1S)-1-(4-fluorophenyl)-N-(2-hydroxy-2-(quinuclidin-4-yl)ethyl)-3,4-dihydro-isoquinoline-2(1H)-carbothioamide FC1=CC=C(C=C1)[C@@H]1N(CCC2=CC=CC=C12)C(NCC(C12CCN(CC1)CC2)O)=S